3,5-Diiodo-o-hydroxybenzaldehyde IC=1C(=C(C=O)C=C(C1)I)O